N[C@@H]1C2=CC=CC=C2CC12CCN(CC2)C=2NC(C1=C(N2)NN=C1C1(CC1)C1=CC(=CC=C1)C1CC1)=O (S)-6-(1-amino-1,3-dihydrospiro[indene-2,4'-piperidine]-1'-yl)-3-(1-(3-cyclopropylphenyl)cyclopropyl)-1,5-dihydro-4H-pyrazolo[3,4-d]pyrimidin-4-one